C1=C(C=CC2=CC=CC=C12)C(=O)CC(=O)C1=CC2=CC=CC=C2C=C1 di-2-naphthoylmethane